C(CCCCCCCCCCCC)C(C)O[Si](OCC)(OCC)CCCCCCCCF tridecyl-fluorooctyltriethoxysilane